7-isopropyl-N-(2-methoxy-4-(2-methoxyethoxy)phenyl)quinolin-4-amine C(C)(C)C1=CC=C2C(=CC=NC2=C1)NC1=C(C=C(C=C1)OCCOC)OC